2-(Dimethylamino)-1-(6-(4-isopropyl-5-(8-methyl-[1,2,4]triazolo[1,5-a]pyridin-6-yl)-1H-pyrazol-3-yl)-3,4-dihydroisoquinolin-2(1H)-yl)ethan-1-one CN(CC(=O)N1CC2=CC=C(C=C2CC1)C1=NNC(=C1C(C)C)C=1C=C(C=2N(C1)N=CN2)C)C